FCCCN1C[C@H](CC1)OC1=CC=C(C=C1)C1=C(CCCC2=C1C=CC(=C2)O)C=2C=CC1=C(N(CCO1)C(=O)OC(C)(C)C)C2 tert-butyl 6-[5-[4-[(3S)-1-(3-fluoropropyl) pyrrolidin-3-yl]oxyphenyl]-2-hydroxy-8,9-dihydro-7H-benzo[7]annulen-6-yl]-2,3-dihydro-1,4-benzoxazin-4-carboxylate